(rac)-2-[6-amino-5-(trifluoromethyl)pyridin-3-yl]-N-[(1R)-1-(2-cyanophenyl)ethyl]-6,7-dihydrospiro[pyrazolo[5,1-c][1,4]oxazine-4,3'-pyrrolidine]-1'-carboxamide NC1=C(C=C(C=N1)C1=NN2C(=C1)[C@@]1(CN(CC1)C(=O)N[C@H](C)C1=C(C=CC=C1)C#N)OCC2)C(F)(F)F |&1:12|